COC1=C(CCN2CCC(CC2)OC2CCN(CC2)C(=O)C=2C=CC(=C(C2)N2C(NC(CC2)=O)=O)OC)C=C(C(=C1)C1=CN(C(C2=CN=CC=C12)=O)C)OC 1-(5-(4-((1-(2,5-Dimethoxy-4-(2-methyl-1-oxo-1,2-dihydro-2,7-naphthyridin-4-yl)phenethyl)piperidin-4-yl)oxy)piperidine-1-carbonyl)-2-methoxyphenyl)dihydropyrimidine-2,4(1H,3H)-dione